1-(naphthalen-1-yl)pyrazin-2(1H)-one C1(=CC=CC2=CC=CC=C12)N1C(C=NC=C1)=O